2-(4-methyl-[1,4]diazepan-1-yl)-1,7,11b-triazabenzo[c]fluorene-6-carboxylic acid CN1CCN(CCC1)C1=NC2=C(C=C(C3=NC=4C=CC=CC4N23)C(=O)O)C=C1